3-(((7-(2-Aminopyrimidin-4-yl)-2,3-dihydrofuro[3,2-c]pyridin-4-yl)amino)methyl)-N-(5,5-dimethyltetrahydrofuran-3-yl)benzamide NC1=NC=CC(=N1)C=1C2=C(C(=NC1)NCC=1C=C(C(=O)NC3COC(C3)(C)C)C=CC1)CCO2